2-chloro-3,6-difluorophenol ClC1=C(C(=CC=C1F)F)O